(R)-N-(4-(4-(3-Fluoro-2-methoxyphenyl)piperazin-1-yl)-3-hydroxybutyl)-5,7-dihydro-6H-pyrrolo[3,4-b]pyridine-6-carboxamide FC=1C(=C(C=CC1)N1CCN(CC1)C[C@@H](CCNC(=O)N1CC2=NC=CC=C2C1)O)OC